BrC1=C(C=C(C=C1)Br)[SeH] 2,5-dibromoselenophenol